1-(4-((trimethylsilyl)ethynyl)benzyl)piperidin-4-ol C[Si](C)(C)C#CC1=CC=C(CN2CCC(CC2)O)C=C1